N-hydroxyethylglycine sodium salt [Na+].OCCNCC(=O)[O-]